6-methyl-3-(5-methylpyrimidin-2-yl)picolinic acid CC1=CC=C(C(=N1)C(=O)O)C1=NC=C(C=N1)C